FC(OCC1(CCC2(OCCO2)CC1)C=1C(=NOC1)C)F 4-(8-((Difluoromethoxy)methyl)-1,4-dioxaspiro[4.5]decan-8-yl)-3-methylisoxazole